3-(5-(4-(Dimethoxymethyl)piperidin-1-yl)-3-methyl-2-oxo-2,3-dihydro-1H-benzo[d]imidazol-1-yl)piperidine-2,6-dione COC(C1CCN(CC1)C1=CC2=C(N(C(N2C)=O)C2C(NC(CC2)=O)=O)C=C1)OC